C12CN(CC(N1)C2)C=2C(=C1CN(C(C1=C(C2F)F)=O)C2C(NC(CC2)=O)=O)F 3-(5-(3,6-diazabicyclo[3.1.1]heptan-3-yl)-4,6,7-trifluoro-1-oxoisoindolin-2-yl)piperidine-2,6-dione